2-methoxy-6-(methoxymethoxy)benzenesulfonyl chloride COC1=C(C(=CC=C1)OCOC)S(=O)(=O)Cl